3-[(1R)-1-[(4R)-4-ethyl-2-imino-4-methyl-6-oxo-hexahydropyrimidin-1-yl]-3-methoxy-propyl]-N-(6-fluoro-3-hydroxy-2,2,3-trimethyl-chroman-4-yl)benzamide C(C)[C@]1(NC(N(C(C1)=O)[C@H](CCOC)C=1C=C(C(=O)NC2C(C(OC3=CC=C(C=C23)F)(C)C)(C)O)C=CC1)=N)C